N-(4-cyanobenzyl)-N-(4-hydroxybutyl)-3-methyl-5-(1-methyl-6-oxo-1,6-dihydropyridin-3-yl)benzo[b]thiophene-2-carboxamide C(#N)C1=CC=C(CN(C(=O)C2=C(C3=C(S2)C=CC(=C3)C3=CN(C(C=C3)=O)C)C)CCCCO)C=C1